CC1=NOC(=C1)NC1=CC=C2C(NC(=NC2=C1)CSC1CCOCC1)=O 7-((3-methylisoxazol-5-yl)amino)-2-(((tetrahydro-2H-pyran-4-yl)thio)methyl)quinazolin-4(3H)-one